C(C)N(C(OC(C)(C)C)=O)C1=C(C=CC=C1)C tert-butyl ethyl(o-tolyl)carbamate